C(CCC(=O)[O-])(=O)OCCOC(C(=C)C)=O.[Zn+2].C(C(=C)C)(=O)OCCOC(CCC(=O)[O-])=O zinc Methacryloxyethyl succinate